ClC1([C@H]2CN([C@@H]([C@@H]12)C(=O)O)C([C@H](C(C)(C)C)NC(C(F)(F)F)=O)=O)Cl (1S,2S,5R)-6,6-dichloro-3-((S)-3,3-dimethyl-2-(2,2,2-trifluoroacetylamino)butyryl)-3-azabicyclo[3.1.0]hexane-2-carboxylic acid